C(#N)[C@@H]1CC[C@H](CC1)C(=O)N(C[C@@H]1CC[C@H](CC1)C1=CC(=C(C=C1)OC)C)C1=CC(=CC=C1)C=1C=NN(C1)C1CC1 trans-4-Cyano-N-(3-(1-cyclopropyl-1H-pyrazol-4-yl)phenyl)-N-((trans-4-(4-methoxy-3-methylphenyl)cyclohexyl)methyl)cyclohexanecarboxamide